ClC1=CC=C(CNC(=O)C2=CC(=NC3=CC=CC=C23)C=2OC=CC2)C=C1 N-(4-chlorobenzyl)-2-(furan-2-yl)quinoline-4-carboxamide